CC1(OB(OC1(C)C)C=1C=NC(=NC1)N)C 5-(4,4,5,5-tetramethyl-1,3,2-dioxaborolan-2-yl)pyrimidin-2-amine